C1(=CC=CC=C1)C1=C(C2=C(S1)CCC(C2)N(C(OC(C)(C)C)=O)C)C2=CC=CC=C2 tert-butyl (2,3-diphenyl-4,5,6,7-tetrahydrobenzo[b]thiophen-5-yl)(methyl)carbamate